FC(OC=1C=C(C=CC1)[C@H](C)NC(C[C@H](C(C)(C)C)O)=O)F (R)-N-((S)-1-(3-(difluoromethoxy)phenyl)ethyl)-3-hydroxy-4,4-dimethylvaleramide